tert-butyl (2S)-2-(1-hydroxyethyl)pyrrolidine-1-carboxylate OC(C)[C@H]1N(CCC1)C(=O)OC(C)(C)C